4-((2-(2,6-dioxopiperidin-3-yl)-6-fluoro-1-oxoisoindolin-4-yl)thio)butanal O=C1NC(CCC1N1C(C2=CC(=CC(=C2C1)SCCCC=O)F)=O)=O